C(=O)(OCC1C2=CC=CC=C2C2=CC=CC=C12)C(C(=O)O)(CCCCCCCCCN)[2H] Fmoc-11-aminoundecanoic acid-2-d